O1COCC2=C1C=CC(=C2)C(C2CC1(CNC1)C2)C2=CC1=C(OCOC1)C=C2 6-(bis(4H-benzo[d][1,3]dioxin-6-yl)methyl)-2-azaspiro[3.3]heptane